N-(4-{[7-{[3-(4-acetylpiperazin-1-yl)propyl]oxy}-6-(methyloxy)quinolin-4-yl]oxy}-3-fluorophenyl)-N'-(4-fluorophenyl)cyclopropane-1,1-dicarboxamide C(C)(=O)N1CCN(CC1)CCCOC1=C(C=C2C(=CC=NC2=C1)OC1=C(C=C(C=C1)NC(=O)C1(CC1)C(=O)NC1=CC=C(C=C1)F)F)OC